N-(5-cyano-6-(2H-1,2,3-triazol-2-yl)pyridin-3-yl)-1-(4-nitronaphthalen-1-yl)-5-(trifluoromethyl)-1H-pyrazole-4-carboxamide C(#N)C=1C=C(C=NC1N1N=CC=N1)NC(=O)C=1C=NN(C1C(F)(F)F)C1=CC=C(C2=CC=CC=C12)[N+](=O)[O-]